C(CCCCCCCCCCCCCCCCCCCCC)(=O)NCCN(C)C behenamidoethyldimethylamine